[2-(2-ethoxyethoxy)ethoxy]-ethylene C(C)OCCOCCOC=C